FC1=C(C(=CC(=C1)F)O)C(\C=C\C1=CC=CC=C1)=O (E)-1-(2,4-difluoro-6-hydroxyphenyl)-3-phenylprop-2-en-1-one